2-(4-fluorophenyl)-N-(7-methoxy-9H-pyrido[3,4-b]indol-1-yl)acetamide FC1=CC=C(C=C1)CC(=O)NC1=NC=CC2=C1NC1=CC(=CC=C21)OC